C(C)(C)C(=COC1=CC2=CC=CC=C2C=C1)C=CC1=CC=CC=C1 2-((2-isopropyl-4-phenylbutan-1,3-dien-1-yl)oxy)naphthalene